O1C=CC=CC(=C1)C(=O)[O-] oxepin-6-carboxylate